ethyl 5-cyclopentyl-1-(2-(trifluoromethyl) pyridin-3-yl)-1H-1,2,4-triazole-3-carboxylate C1(CCCC1)C1=NC(=NN1C=1C(=NC=CC1)C(F)(F)F)C(=O)OCC